Tert-butyl 2-[5-(4-hydroxy-1-piperidyl)pyrimidin-2-yl]-2,7-diazaspiro[3.5]nonane-7-carboxylate OC1CCN(CC1)C=1C=NC(=NC1)N1CC2(C1)CCN(CC2)C(=O)OC(C)(C)C